2-(2,6-dioxopiperidin-3-yl)-5-(2-((3-(5-((1r,3r)-3-((5-(5-methyl-5H-pyrido[4,3-b]indol-7-yl)pyridin-2-yl)oxy)cyclobutoxy)pyridin-2-yl)prop-2-yn-1-yl)oxy)propoxy)isoindoline-1,3-dione O=C1NC(CCC1N1C(C2=CC=C(C=C2C1=O)OCC(C)OCC#CC1=NC=C(C=C1)OC1CC(C1)OC1=NC=C(C=C1)C=1C=CC=2C3=C(N(C2C1)C)C=CN=C3)=O)=O